(3,5-dichloromethyl-4-hydroxyphenyl)pentane ClCC=1C=C(C=C(C1O)CCl)CCCCC